(4-methoxyphenyl)(methyl)-lambda6-Thioketone COC1=CC=C(C=C1)[SH2](C)=C=O